methyl (2S,3S,4S,5R,6S)-3,4,5-tris(acetyloxy)-6-[2-(3-[[(9H-fluoren-9-ylmethoxy)carbonyl]amino]propanamido)-4-(hydroxymethyl)phenoxy]oxane-2-carboxylate C(C)(=O)O[C@@H]1[C@H](O[C@H]([C@@H]([C@H]1OC(C)=O)OC(C)=O)OC1=C(C=C(C=C1)CO)NC(CCNC(=O)OCC1C2=CC=CC=C2C=2C=CC=CC12)=O)C(=O)OC